platinum (divinyltetramethyldisiloxane) C(=C)[Si](O[Si](C)(C)C)(C)C=C.[Pt]